FC1=CC=C(C2=CC(=CC=C12)O)CCNC(C)=O N-(2-(4-fluoro-7-hydroxynaphthalen-1-yl)ethyl)acetamide